2-(2,4-dimethoxyphenyl)-N-(3-(2'-fluoro-[1,1'-biphenyl]-4-yl)propyl)acetamide COC1=C(C=CC(=C1)OC)CC(=O)NCCCC1=CC=C(C=C1)C1=C(C=CC=C1)F